(E)-3-(2-oxo-2,3-dihydrobenzo[d]oxazol-5-yl)acrylate O=C1OC2=C(N1)C=C(C=C2)/C=C/C(=O)[O-]